tert-butyl 4-((4-(2-allyl-6-((4-(2-fluoroethoxy)phenyl)amino)-3-oxo-2,3-dihydro-1H-pyrazolo[3,4-d]pyrimidin-1-yl)pyrimidin-2-yl)oxy)piperidine-1-carboxylate C(C=C)N1N(C2=NC(=NC=C2C1=O)NC1=CC=C(C=C1)OCCF)C1=NC(=NC=C1)OC1CCN(CC1)C(=O)OC(C)(C)C